O=C([C@H](O)[C@@H](O)[C@H](O)[C@H](O)CO)[O-] D-Gluconat